FC(C1=NN=C(O1)C=1C=CC(=NC1)CN1C(N(C2=C1C=CC(=C2)F)C2CCNCC2)=O)F 1-((5-(5-(difluoromethyl)-1,3,4-oxadiazol-2-yl)pyridin-2-yl)methyl)-5-fluoro-3-(piperidin-4-yl)-1,3-dihydro-2H-benzo[d]imidazol-2-one